C(C)(C)OCC1=CC(=NC=C1)NC=1SC2=C(N1)C=CC(=C2)C2=CC=NC=C2 N-(4-(isopropoxymethyl)-pyridin-2-yl)-6-(pyridin-4-yl)benzo[d]thiazol-2-amine